C1(=CC=C(C=C1)OC1=CC=C(C=C1)S(=O)(=O)N1CCCC2=CC(=CC=C12)C(=O)O)C 1-((4-(p-tolyloxy)phenyl)sulfonyl)-1,2,3,4-tetrahydroquinoline-6-carboxylic acid